Hex-2-ene-6-carbonitrile CC=CCCCC#N